C1(=CC=C(C=C1)C1=CC(=NC2=CC=C(C=C12)C(=O)N1CCN(CC1)C1COC1)\C=C\1/N(C2=CC=CC=C2C1=O)C(C)=O)C1=CC=CC=C1 (Z)-2-((4-([1,1'-biphenyl]-4-yl)-6-(4-(oxetan-3-yl)-piperazine-1-carbonyl)quinolin-2-yl)methylene)-1-acetylindolin-3-one